racemic-trans-N-(2-carbamoyl-4-pyridyl)-4-[2-methoxy-4-(trifluoromethoxy)phenoxy]-6-(2-methylcyclopropyl)pyridine-3-carboxamide C(N)(=O)C1=NC=CC(=C1)NC(=O)C=1C=NC(=CC1OC1=C(C=C(C=C1)OC(F)(F)F)OC)[C@H]1[C@@H](C1)C |r|